C(C1CO1)OCC=C monoallyl monoglycidyl ether